NC1=NN(C2=C(C=CC(=C12)Cl)C=1C(=NC(=CC1)C#CC(C)(S(=O)(=O)C)C)[C@H](CC1=CC(=CC(=C1)F)F)NC(OC(C)(C)C)=O)CC(F)(F)F tert-butyl (S)-(1-(3-(3-amino-4-chloro-1-(2,2,2-trifluoroethyl)-1H-indazol-7-yl)-6-(3-methyl-3-(methylsulfonyl)but-1-yn-1-yl)pyridin-2-yl)-2-(3,5-difluorophenyl)ethyl)carbamate